N-((5-cyclobutoxy-1H-indol-2-yl)methyl)-4-((1-(6-(isoxazol-4-yl)-1H-indazol-4-yl)azetidin-3-yl)oxy)butan-1-amine C1(CCC1)OC=1C=C2C=C(NC2=CC1)CNCCCCOC1CN(C1)C1=C2C=NNC2=CC(=C1)C=1C=NOC1